C(CCCCC)C(CCCCCN(C)CCCCCCNCCCCCC)N 1-hexyl-N6-(6-(hexylamino)hexyl)-N6-methylhexane-1,6-diamine